4-bromo-4'-methoxy-1,1'-biphenyl BrC1=CC=C(C=C1)C1=CC=C(C=C1)OC